N1C=CC2=CC=C(C=C12)S(=O)(=O)N1CCC2N(CCCC21)C2=CC=C(C=C2)O 4-(1-((1H-indol-6-yl)sulfonyl)octahydro-4H-pyrrolo[3,2-b]pyridin-4-yl)phenol